tert-butyl 4-[5-isobutyl-1-[4-(trifluoromethoxy)phenyl]pyrazol-3-yl]piperazine-1-carboxylate C(C(C)C)C1=CC(=NN1C1=CC=C(C=C1)OC(F)(F)F)N1CCN(CC1)C(=O)OC(C)(C)C